C1CN(CCC12CCCCC2)CCCCCCCSC=2C=C1CN(C(C1=CC2)=O)C2C(NC(CC2)=O)=O 3-(5-((7-(3-azaspiro[5.5]undecan-3-yl)heptyl)thio)-1-oxoisoindolin-2-yl)piperidine-2,6-dione